C(C)(C)C1N2C(C3=CC(=C(C=C3C1)OCCCOC)C1=CN=CS1)=CC(C(=C2)C(=O)O)=O 6-isopropyl-9-(3-methoxypropoxy)-2-oxo-10-(thiazol-5-yl)-6,7-dihydro-2H-pyrido[2,1-a]isoquinoline-3-carboxylic acid